2,2-dimethyl-1-(5-(6-methylpyridin-3-yl)-4,5-dihydro-1H-pyrazol-1-yl)propan-1-one CC(C(=O)N1N=CCC1C=1C=NC(=CC1)C)(C)C